5-nitro-1,3-benzoxazolinone [N+](=O)([O-])C=1C=CC2=C(NC(O2)=O)C1